5-Ethyl-4,5,6,7-tetrahydropyrazolo[1,5-a]pyrazin-2-amine C(C)N1CC=2N(CC1)N=C(C2)N